C(C1=CC=CC=C1)N(CCOCCOCCOCCOCCOCCOCCO)C 2-[2-[2-[2-[2-[2-[2-[benzyl(methyl)amino]ethoxy]ethoxy]ethoxy]ethoxy]ethoxy]ethoxy]ethanol